N1(N=CC=C1)C(=N)S.C(C1=CC=CC=C1)N1C(C(C2=CC=C(C=C12)C(F)(F)F)(F)C1=C(C=CC(=C1)Cl)OC)=O 1-benzyl-3-(5-chloro-2-methoxyphenyl)-3-fluoro-6-(trifluoromethyl)indolin-2-one 1H-pyrazole-1-carbimidothioate